C1(=CC(=CC=C1)C1=NN(C=C1)C1=CC(=C2C(=N1)NC=N2)N2CCOCC2)C 4-(5-(3-(m-tolyl)-1H-pyrazol-1-yl)-3H-imidazo[4,5-b]pyridin-7-yl)morpholine